(S)-(2,7-Dimethyl-3-(1-methyl-3-(trifluoromethyl)-1H-pyrazol-5-yl)-2,4,5,7-tetrahydro-6H-pyrazolo[3,4-c]pyridin-6-yl)(4-methylbenzo[d]thiazol-6-yl)methanone CN1N=C2[C@@H](N(CCC2=C1C1=CC(=NN1C)C(F)(F)F)C(=O)C1=CC2=C(N=CS2)C(=C1)C)C